bis[3-triethoxysilylpropyl]amine C(C)O[Si](CCCNCCC[Si](OCC)(OCC)OCC)(OCC)OCC